COS(=O)(=O)[O-].[NH2+]1C=NCC1 imidazolin-ium methyl-sulphate